N1(N=NC=C1)[C@@H](C)C=1NC(C=2SC(=C3OCCCC1C23)C=2C=NNC2)=O (S)-5-(1-(1H-1,2,3-triazol-1-yl)ethyl)-1-(1H-pyrazol-4-yl)-4,6,7,8-tetrahydro-3H-9-oxa-2-thia-4-azabenzo[cd]azulen-3-one